dithienyl-thiazolothiazole S1C(=CC=C1)C=1SC2=C(N=C(S2)C=2SC=CC2)N1